C(C1=CC=CC=C1)(C1=CC=CC=C1)N1CCC2(CCN(C2)CC=2C(=C3CN(C(C3=CC2)=O)C2C(NC(CC2)=O)=O)F)CC1 3-(5-((8-benzhydryl-2,8-diazaspiro[4.5]decan-2-yl)methyl)-4-fluoro-1-oxoisoindolin-2-yl)piperidine-2,6-dione